C(C=C)(=O)OCCCCCCCCCCC[Si](Cl)(CC)CC acryloyloxyundecyl-diethyl-monochlorosilane